2-chloro-4-(trifluoromethyl)-5,6-dihydropyran ClC1OCCC(=C1)C(F)(F)F